FC1=C(CC=2C=C3C(=NC2)NN=C3C=3C=C(C=CC3)C(=O)N3CCN(CC3)C)C=C(C=C1)F (3-(5-(2,5-difluorobenzyl)-1H-pyrazolo[3,4-b]pyridin-3-yl)phenyl)(4-methylpiperazin-1-yl)methanone